CC(CCC=C)(C)NC1=C(C=C(C(=N1)C(=O)OC)[N+](=O)[O-])C(F)(F)F methyl 6-(1,1-dimethylpent-4-enylamino)-3-nitro-5-(trifluoromethyl)pyridine-2-carboxylate